tert-butyl (2-fluoropropyl)carbamate FC(CNC(OC(C)(C)C)=O)C